tert-Butyl-4-(6-isopropoxy-2,3-dioxo-2,3-dihydropyrido[2,3-b]pyrazin-4(1H)-yl)piperidin C(C)(C)(C)N1CCC(CC1)N1C2=C(NC(C1=O)=O)C=CC(=N2)OC(C)C